C(\C=C\C)(=O)O (E)-2-Butenoic Acid